(E)-4-(Dimethylamino)-N-(2-(6-hydroxy-3-methyl-1H-indole-5-carbonyl)isoindolin-4-yl)-N-methylbut-2-enamide benzoxazinesulfonate O1NC(=CC2=C1C=CC=C2)S(=O)(=O)O.CN(C/C=C/C(=O)N(C)C2=C1CN(CC1=CC=C2)C(=O)C=2C=C1C(=CNC1=CC2O)C)C